ClC1=CC(=C(CNC2=CC(=C(C=C2F)S(=O)(=O)NC=2SC(=CN2)Cl)F)C=C1)N1CCCC1 4-((4-chloro-2-(pyrrolidin-1-yl)benzyl)amino)-N-(5-chlorothiazol-2-yl)-2,5-difluoro-benzenesulfonamide